ethyl para-hydroxyphenylacetate OC1=CC=C(C=C1)CC(=O)OCC